C1(=CC=CC=C1)C1=C(OC=2C=C(C(C#N)=CC2)C#N)C=CC=C1 4-(2-Phenylphenoxy)phthalonitrile